Cl.C(C1=CC=CC=C1)NCC1CCC(CC1)OCC1=CC=CC=C1 N-benzyl-1-((1s,4s)-4-(benzyloxy)cyclohexyl)methylamine hydrochloride